3-chloro-2-(2-chloroethoxy)-5-(2-(4-((4-(4-(dimethoxymethyl)piperidin-1-yl)-2-(methylthio)pyrimidin-5-yl)methoxy)phenyl)propan-2-yl)benzonitrile ClC=1C(=C(C#N)C=C(C1)C(C)(C)C1=CC=C(C=C1)OCC=1C(=NC(=NC1)SC)N1CCC(CC1)C(OC)OC)OCCCl